octylamin C(CCCCCCC)N